2-(1-(3-chloro-5-fluorophenyl)-1H-pyrazol-4-yl)-N-(3-cyclopropyl-1H-pyrazol-5-yl)propanamide ClC=1C=C(C=C(C1)F)N1N=CC(=C1)C(C(=O)NC1=CC(=NN1)C1CC1)C